6,8-difluoro-7-(8-chloro-7-fluoronaphthalen-1-yl)-2-((((2S,4R)-4-fluoro-1-methylpyrrolidin-2-yl)methoxy)quinazolin-4-ylpiperazin-2-yl)acetonitrile FC1CNCC(N1C1=NC=NC2=C(C(=CC=C12)C1=CC=CC2=CC=C(C(=C12)Cl)F)F)(CC#N)OC[C@H]1N(C[C@@H](C1)F)C